5-Amino-1-isopropyl-3-[6-[2-[[5-(2,2-dimethylpropyl)isoxazol-3-yl]amino]-1-methyl-2-oxoethyl]-3-pyridyl]pyrazole-4-carboxamide NC1=C(C(=NN1C(C)C)C=1C=NC(=CC1)C(C(=O)NC1=NOC(=C1)CC(C)(C)C)C)C(=O)N